N-[1-(2-aminoethyl)-5-methyl-indazol-6-yl]-2-[3-methyl-5-(1-piperidylsulfonyl)indol-1-yl]propanamide NCCN1N=CC2=CC(=C(C=C12)NC(C(C)N1C=C(C2=CC(=CC=C12)S(=O)(=O)N1CCCCC1)C)=O)C